L-Ethionine N[C@@H](CCSCC)C(=O)O